(S)-2-(3,4-difluorophenoxy)propanoic acid FC=1C=C(O[C@H](C(=O)O)C)C=CC1F